(1S,2S,3S,6R)-4-(fluoromethyl)-6-((4-(trifluoromethoxy)phenethyl)amino)cyclohex-4-ene-1,2,3-triol FCC=1[C@@H]([C@@H]([C@H]([C@@H](C1)NCCC1=CC=C(C=C1)OC(F)(F)F)O)O)O